C(C(C)C)N1C=C(C2=CC(=CC=C12)C=1C=C2C=CC=NC2=CC1)CC(=O)NCC1=NC=CC=C1 2-(1-isobutyl-5-(quinolin-6-yl)-1H-indol-3-yl)-N-(pyridin-2-ylmethyl)acetamide